CO[C@@H]1CN(CC1)CC1=CC(=NC=C1)NC=1SC2=NC(=CC=C2N1)C1=CC=NC=C1 (S)-N-(4-((3-methoxy-pyrrolidin-1-yl)methyl)-pyridin-2-yl)-5-(pyridin-4-yl)thiazolo[5,4-b]-pyridin-2-amine